(S)-2-((2-chloro-6-(methyl-d3)-5-oxo-5,6,7,8-tetrahydropyrido[4,3-d]pyrimidin-4-yl)amino)-1-fluoro-10-methyl-5,6,8,9,10,11-hexahydro-7H-pyrido[3',4':4,5]pyrrolo[2,3-f]isoquinolin-7-one ClC=1N=C(C2=C(N1)CCN(C2=O)C([2H])([2H])[2H])NC=2N=CC=1CCC3=C(C1C2F)NC2=C3C(NC[C@@H]2C)=O